C(C)(C)(C)N1C(N(C(C2=CC(=CC(=C12)F)F)=N)N)N N1-(tert-butyl)-6,8-difluoro-4-iminoquinazoline-2,3(4H)-diamine